[Na].C(C)N(C(S)=S)CC N,N-diethyl-dithiocarbamic acid sodium